(4-(1-(2,6-dichlorophenyl)azetidin-3-yl)-2,6-diethylbenzyl)-3-ethylazetidin-3-ol ClC1=C(C(=CC=C1)Cl)N1CC(C1)C1=CC(=C(CN2CC(C2)(O)CC)C(=C1)CC)CC